N-(4-(1H-imidazol-1-yl)benzyl)-4-((dimethylamino)methyl)-N-(3-methoxybenzyl)thiazol-2-amine N1(C=NC=C1)C1=CC=C(CN(C=2SC=C(N2)CN(C)C)CC2=CC(=CC=C2)OC)C=C1